ClC=1C=C(C=C(C1)F)N1C(CC[C@H]1C1=NC2=C(N1[C@H]1CN(CC1)S(=O)(=O)C)C=CC(=C2)C=2C(=NOC2C)C)=O (S)-1-(3-chloro-5-fluorophenyl)-5-(5-(3,5-dimethylisoxazol-4-yl)-1-((R)-1-(methylsulfonyl)pyrrolidin-3-yl)-1H-benzo[d]imidazol-2-yl)pyrrolidin-2-one